Mono-Methyl hydrogen malonate C(CC(=O)O)(=O)OC